CC(C)C(=O)C(=O)O alpha-ketovaline